9-{1-[2-amino-3-hydroxy-2-(hydroxymethyl)propyl]azetidin-3-yl}oxy-5,5-dihydroxy-6-oxa-5-boranuidatricyclo[5.4.0.02,4]undeca-1(7),8,10-triene-8-carboxylic acid disodium salt [Na+].[Na+].NC(CN1CC(C1)OC1=C(C=2O[B-](C3CC3C2C=C1)(O)O)C(=O)O)(CO)CO.NC(CN1CC(C1)OC1=C(C=2O[B-](C3CC3C2C=C1)(O)O)C(=O)O)(CO)CO